C1(CC1)CC1=NC(C=2C(C3=C1C=C(C=C3)OC)=CN(C(C2)=O)C)CC(=O)OCC Ethyl 2-(7-(cyclopropylmethyl)-9-methoxy-2-methyl-3-oxo-3,5-dihydro-2H-benzo[c]pyrido[3,4-e]azepin-5-yl)acetate